COCOC1=C(C=CC=C1)C1=CC(=C(N=N1)N)N1CCC2(CNCCO2)CC1 6-[2-(methoxymethoxy)phenyl]-4-[1-oxa-4,9-diazaspiro[5.5]undecan-9-yl]pyridazin-3-amine